1,4-bis-aminoethyl-piperazine NCCN1CCN(CC1)CCN